N-((R)-(4-chloro-2,5-difluorophenyl)(cyclopropyl)methyl)-1-(3-sulfamoylbenzoyl)-D-prolinamide ClC1=CC(=C(C=C1F)[C@H](NC([C@@H]1N(CCC1)C(C1=CC(=CC=C1)S(N)(=O)=O)=O)=O)C1CC1)F